3-(1-methyl-6-(2-oxo-2-(piperazin-1-yl)ethoxy)-1H-indazol-3-yl)piperidine-2,6-dione CN1N=C(C2=CC=C(C=C12)OCC(N1CCNCC1)=O)C1C(NC(CC1)=O)=O